(E)-2-((5-(2-(thiophen-2-yl)vinyl)-1H-pyrazol-1-yl)methoxy)ethyl dihydrogen phosphate P(=O)(OCCOCN1N=CC=C1\C=C\C=1SC=CC1)(O)O